tert-butyl (2R,3S,4S)-4-[(2-methoxyethoxy)methoxy]-3-[({2-[(3R)-oxolan-3-yl]ethyl}carbamoyl)oxy]-2-{[4-(1,3-thiazol-5-yl)phenyl]methyl}pyrrolidine-1-carboxylate COCCOCO[C@@H]1[C@H]([C@H](N(C1)C(=O)OC(C)(C)C)CC1=CC=C(C=C1)C1=CN=CS1)OC(NCC[C@H]1COCC1)=O